[Cl-].[Cl-].CC1=CC=C(O1)C=1C(C2=CC=C(C(=C2C1)C1=CC=CC=C1)C)[Zr+2]C1C(=CC2=C(C(=CC=C12)C)C1=CC=CC=C1)C=1OC(=CC1)C Bis[2-(5-methyl-2-furyl)-4-phenyl-5-methyl-1-indenyl]zirconium dichloride